C(C(=C)C)(=O)OCC1=C(C=C(C=C1F)F)F 2,4,6-trifluoro-benzyl methacrylate